N-{4-[4-cyano-2-(1-methyl-2-imidazolyl)phenyl]-6-cyclopropyl-2-pyridyl}-1-cyclopropyl-2-oxo-5-[(2-trifluoromethoxyethylamino)methyl]-1,2-dihydronicotinamide C(#N)C1=CC(=C(C=C1)C1=CC(=NC(=C1)C1CC1)NC(C=1C(N(C=C(C1)CNCCOC(F)(F)F)C1CC1)=O)=O)C=1N(C=CN1)C